N-(4-(((R)-1-hydroxy-4-methylpent-2-yl)amino)-6-((S)-2-(2,4,6-trifluorophenyl)propyl)-1,3,5-triazin-2-yl)methanesulfonamide OC[C@@H](CC(C)C)NC1=NC(=NC(=N1)C[C@H](C)C1=C(C=C(C=C1F)F)F)NS(=O)(=O)C